FC1=C(C=CC(=C1)F)[C@@H]1N(CCC1)C1=NC=2N(C=C1)N=CC2C2=CC=CC(=N2)N2CCN(CC2)C2CCN(CC2)CC=2C=C(C=CC2)N2C(NC(CC2)=O)=O (R)-1-(3-((4-(4-(6-(5-(2-(2,4-difluorophenyl)pyrrolidin-1-yl)pyrazolo[1,5-a]pyrimidin-3-yl)pyridin-2-yl)piperazin-1-yl)piperidin-1-yl)methyl)phenyl)dihydropyrimidine-2,4(1H,3H)-dione